7H-dibenzo[c,g]carbazole-5-sulfonic acid C1=CC=CC=2C(=CC=3NC=4C=CC5=C(C4C3C21)C=CC=C5)S(=O)(=O)O